C1(=CC=CC=C1)[Si](N1C2=CC=CC=C2C=2C=C(C=CC12)N1C2=CC=CC=C2C=2C=C(C=CC12)N1C2=CC=CC=C2C=2C=CC=CC12)(C1=CC=CC=C1)C1=CC=CC=C1 9-(triphenylsilyl)-9H-3,9':3',9''-tercarbazole